N-((R)-1-(3-amino-5-(trifluoromethyl)phenyl)ethyl)-2-methyl-6-(((S)-1-methylpyrrolin-2-yl)methoxy)quinazolin-4-amine NC=1C=C(C=C(C1)C(F)(F)F)[C@@H](C)NC1=NC(=NC2=CC=C(C=C12)OCC=1N(CCC1)C)C